(R)-3-(4-cyanophenyl)-2-propanamido-propionic acid methyl ester COC([C@@H](CC1=CC=C(C=C1)C#N)NC(CC)=O)=O